N[C@H](C(=O)NC=1C=CC(=C(C(=O)N[C@H](C)C2=CC=CC3=CC=CC=C23)C1)C)CO 5-((S)-2-amino-3-hydroxypropanamido)-2-methyl-N-((R)-1-(naphthalen-1-yl)ethyl)benzamide